NCCOCC 2-(2-aminoethoxy)ethan